(3-cyano-4-fluorophenyl)-2-fluoro-6-(3-fluoro-2-methoxy-4-(trifluoromethoxy)phenoxy)-3-(trifluoromethyl)benzamide C(#N)C=1C=C(C=CC1F)C1=C(C(=C(C(=O)N)C(=C1)OC1=C(C(=C(C=C1)OC(F)(F)F)F)OC)F)C(F)(F)F